FC(C1=C(C=CC=C1)C1CCN(CC1)C(=O)C1=NNC2=C1CN(CCC2)C(CC)=O)(F)F 1-(3-(4-(2-(trifluoromethyl)phenyl)piperidine-1-carbonyl)-4,6,7,8-tetrahydropyrazolo[4,3-c]azepin-5(1H)-yl)propan-1-one